N-(3-(2-((2-(4-methylpiperazin-1-yl)ethyl)amino)thiazol-4-yl)phenyl)-4-pentylbenzenesulfonamid CN1CCN(CC1)CCNC=1SC=C(N1)C=1C=C(C=CC1)NS(=O)(=O)C1=CC=C(C=C1)CCCCC